OC(CNC(C(=C)C)=O)C N-(2-hydroxypropyl)-2-methylprop-2-enamide